C1(CCCC1)C1=CC(=NN1C)C(=O)NC1=CC(=CC=C1)NS(=O)(=O)C 5-cyclopentyl-1-methyl-N-(3-(methylsulfonamido)phenyl)-1H-pyrazole-3-carboxamide